C(C)OC1=C2C=C(NC2=CC=C1)C(=O)O 4-ethoxy-1H-indole-2-carboxylic acid